3-(5-chloropyridin-3-yl)-2-(piperidin-4-ylmethyl)-2-azaspiro[3.4]octan-1-one ClC=1C=C(C=NC1)C1N(C(C12CCCC2)=O)CC2CCNCC2